NC=1N=C(C=C2C=CN=CC12)N1C(OC[C@@H]1C)=O 8-amino-6-((S)-4-methyl-2-oxooxazolidin-3-yl)-2,7-naphthyridin